2-[3-(3-bromo-5-chlorophenyl)ureido]-4-bromo-N-(2-hydroxy-ethyl)benzamide BrC=1C=C(C=C(C1)Cl)NC(NC1=C(C(=O)NCCO)C=CC(=C1)Br)=O